OCCN(C1=CC(=CC=C1)C)CCO N,N-bis(2-hydroxyethyl)m-toluidine